6-chloro-4-ethoxy-1-(2-methylazetidin-1-yl)-2,7-naphthyridine ClC=1C=C2C(=CN=C(C2=CN1)N1C(CC1)C)OCC